2,3-Bis(hydroxymethyl)-5-(piperazin-1-yl)-2,3-dihydro-1,4-benzodioxine OCC1C(OC2=C(O1)C=CC=C2N2CCNCC2)CO